(1R,2S)-2-(3-{[2-(azetidin-1-yl)-5-methoxypyrimidin-4-yl]amino}-1H-indazol-6-yl)-5'-methoxyspiro[cyclopropane-1,3'-indol]-2'(1'H)-one N1(CCC1)C1=NC=C(C(=N1)NC1=NNC2=CC(=CC=C12)[C@@H]1C[C@@]12C(NC1=CC=C(C=C21)OC)=O)OC